2-(4-amino-8-methyl-6-(p-tolyl)-9H-pyrimido[4,5-b]indol-9-yl)acetic acid NC1=NC=NC=2N(C3=C(C=C(C=C3C21)C2=CC=C(C=C2)C)C)CC(=O)O